ClC1=C(C(=CC=C1)F)N=CC=C(C(F)(F)F)C N-(2-Chloro-6-fluorophenyl)-4,4,4-trifluoro-3-methylbut-2-en-1-imine